(S)-4-benzyl-7-(methoxymethyl)-1,4-oxazepane C(C1=CC=CC=C1)N1CCO[C@@H](CC1)COC